(S)-N-[(1E)-(2,2-difluoro-1,3-benzodioxol-5-yl)methylene]-2-methylpropan-2-sulfinamide FC1(OC2=C(O1)C=CC(=C2)\C=N\[S@@](=O)C(C)(C)C)F